O=S1(C2=C(N3C(CC1)CNCC3)N=CC(=C2)C(F)(F)F)=O 5,5-dioxido-3-(trifluoromethyl)-6,7,7a,8,10,11-hexahydro-9H-pyrazino[1,2-d]pyrido[3,2-b][1,4]thiazepin